ClC=1C(=CC(=NC1)OC)C1=CC(=NN1)C(=O)N1CCC(CC1)C(=O)NC1COCOC1 1-[5-(5-chloro-2-methoxypyridin-4-yl)-1H-pyrazole-3-carbonyl]-N-(1,3-dioxan-5-yl)piperidine-4-carboxamide